C1(CCCC1)OCC1=CC(=NC=C1C1=CC(=C(C(=C1)OC)C)OC)NC1(CCOCC1)C(=O)O 4-({4-[(cyclopentyloxy)methyl]-5-(3,5-dimethoxy-4-methylphenyl)pyridin-2-yl}amino)oxane-4-carboxylic acid